CC=1C=C(CN2CN(C=C2)C)C=CC1 1-m-methylbenzyl-3-methylimidazole